FC(OC1=C(C=CC=C1)[C@@H]1CCN2N1C=1C=C(C=CC1C2=O)C=2C=NC(=NC2)N2CCC1(CC(C1)O)CC2)F (S)-3-(2-(difluoromethoxy)phenyl)-6-(2-(2-hydroxy-7-azaspiro[3.5]nonan-7-yl)pyrimidin-5-yl)-2,3-dihydropyrazolo[1,2-a]indazol-9(1H)-one